5-((di-tert-butoxyphosphoryl)oxy)pentanoate C(C)(C)(C)OP(=O)(OC(C)(C)C)OCCCCC(=O)[O-]